C(CCC)(=O)OC(CC1=CC=CC=C1)(C)C 1,1-dimethyl-2-phenylethyl butanoate